C(C)(C)C=1C(=NNC1C=1C=C(C=2N(C1)N=CN2)OC)C=2SC(=C(N2)C(F)(F)F)C2CCN(CC2)CC(=O)N(C)C 2-(4-(2-(4-isopropyl-5-(8-methoxy-[1,2,4]triazolo[1,5-a]pyridin-6-yl)-1H-pyrazol-3-yl)-4-(trifluoromethyl)thiazol-5-yl)piperidin-1-yl)-N,N-dimethylacetamide